4,4-di-tert-butylcyclohexyl peroxide C(C)(C)(C)C1(CCC(CC1)OOC1CCC(CC1)(C(C)(C)C)C(C)(C)C)C(C)(C)C